C1(=CC=CC=C1)[SH+]C1=CC=CC=C1 bis-phenylsulfonium